BrC1=C(C=C(C=C1)Br)O 2,5-dibromophenol